5-hydroxymethyldeoxycytidine 5'-triphosphate P(O)(=O)(OP(=O)(O)OP(=O)(O)O)OC[C@@H]1[C@H](C[C@@H](O1)N1C(=O)N=C(N)C(=C1)CO)O